N-isobutyl-2-(pyridin-3-yl)-1H-pyrrolo[3,2-c]pyridin-6-amine C(C(C)C)NC1=CC2=C(C=N1)C=C(N2)C=2C=NC=CC2